4-(2-Iodoethynyl)piperidine IC#CC1CCNCC1